CC1=C[C@@H]2[C@H](CC1)C(=C)CC[C@H]2C(C)C The molecule is a sesquiterpene that is 1,2,3,4,4a,5,6,8a-octahydronaphthalene which is substituted at positions 1, 4 and 7 respetively by isopropyl, methylene and methyl groups (the 1S,4aS,8aR-diastereoisomer). It is a sesquiterpene, a carbobicyclic compound and a member of octahydronaphthalenes.